4-amino-5-(2,6-difluoro-4-methoxyphenyl)-1-methyl-2-phenyl-1,2-dihydro-3H-pyrazol-3-one NC=1C(N(N(C1C1=C(C=C(C=C1F)OC)F)C)C1=CC=CC=C1)=O